CC1=C(C=CC=C1)C=C(C(=O)OCC(C)C)C(=O)OCC(C)C diisobutyl (2-methylphenylmethylene)malonate